NC=1C2=C(N=CN1)N(C=C2C2=C(C=C(C=C2)NC(CC2=NC(=CC=C2)C)=O)C)C N-(4-(4-amino-7-methyl-7H-pyrrolo[2,3-d]pyrimidin-5-yl)-3-methylphenyl)-2-(6-methylpyridin-2-yl)acetamide